P(=O)(OC1=C(C=CC=C1CCOC(C=C)=O)C)([O-])[O-] acryloyloxyethyltolyl phosphate